3-[3-[4-[[4-[(3R,5R)-5-[(1,5-dimethyl-6-oxo-pyridazin-4-yl)amino]-1-methyl-3-piperidyl]phenyl]methyl]piperazin-1-yl]phenyl]piperidine-2,6-dione CN1N=CC(=C(C1=O)C)N[C@@H]1C[C@@H](CN(C1)C)C1=CC=C(C=C1)CN1CCN(CC1)C=1C=C(C=CC1)C1C(NC(CC1)=O)=O